F[P-](F)(F)(F)(F)F.C(C)(C)[N+]1=CN(C2=C1C=CC=C2)C(C)C 1,3-Diisopropylbenzimidazolium hexafluorophosphate